CN1N=C(C=C1)C1=CC=C(CNC(OC(C)(C)C)=O)C=C1 tert-Butyl (4-(1-methyl-1H-pyrazol-3-yl)benzyl)carbamate